Ethyl (+)-trans-3-(4-(5-(hydroxymethyl)-1-methyl-1H-pyrazol-4-yl)phenoxy)cyclopentane-1-carboxylate OCC1=C(C=NN1C)C1=CC=C(O[C@@H]2C[C@H](CC2)C(=O)OCC)C=C1